NC([C@H](C)NC(=O)C=1C=CC(=C2C1C=CS2)C2=NOC(C2)(C(F)(F)F)C2=CC(=CC(=C2)Cl)Cl)=O N-[(1S)-2-amino-1-methyl-2-oxo-ethyl]-7-[5-(3,5-dichlorophenyl)-5-(trifluoromethyl)-4H-isoxazol-3-yl]benzothiophene-4-carboxamide